3-(1-(5-chloropyrimidin-2-yl)piperidin-4-yl)propan-1-ol ClC=1C=NC(=NC1)N1CCC(CC1)CCCO